C(C)(C)(C)OC(=O)N1CCC2([C@@H]([C@@H](OC2)C)NC(=O)OC(C)(C)C)CC1 (3S,4S)-4-((tert-butoxycarbonyl)amino)-3-methyl-2-oxa-8-azaspiro[4.5]decane-8-carboxylic acid tert-butyl ester